FC(C=1C=C(\C=N\C(C(=O)OC)(CC)CBr)C=C(C1)C(F)(F)F)(F)F (E)-methyl 2-((3,5-bis(trifluoromethyl) benzylidene) amino)-2-bromomethylbutanoate